FC(C(=O)[O-])(F)F.[N+]12(CCCC1)C1CCCC2CC1 spiro[bicyclo[3.2.1]octane-8,1'-pyrrolidin]-8-ium trifluoroacetate